ClC1=C(OC=2C=CC(N(C2)C(C)C)=O)C(=CC(=C1)[N+](=O)[O-])Cl 5-(2,6-dichloro-4-nitrophenoxy)-1-isopropylpyridin-2(1H)-one